[Cl-].C(C=C)(=O)OCC(C[N+](C)(C)C)O 3-(acryloyloxy)-2-hydroxypropyl-trimethylammonium chloride